C(#N)CC(=O)N1C(CC(=CC1)C1=C2C(=NC(=C1)NC(=O)C1CC1)NC=C2)C N-(4-(1-(2-cyanoacetyl)-2-methyl-1,2,3,6-tetrahydropyridin-4-yl)-1H-pyrrolo[2,3-b]pyridin-6-yl)cyclopropylcarboxamide